C(=O)[O-].C(N)(=O)C1=CC2=C(C(=N1)C=1N=C(SC1C[NH3+])C1=C(C(=NN1CC)C)O)C=NN2C (4-(6-carbamoyl-1-methyl-1H-pyrazolo[4,3-c]pyridin-4-yl)-2-(1-ethyl-4-hydroxy-3-methyl-1H-pyrazol-5-yl)thiazol-5-yl)methanaminium formate